pentacenetetraone C1(C(C(C(C2=CC3=CC4=CC5=CC=CC=C5C=C4C=C3C=C12)=O)=O)=O)=O